ClC1=C2C=C(N(C2=C(C(=C1)C1CC(CN(C1)C(=O)OC(C)(C)C)(F)F)F)COCC[Si](C)(C)C)C(=O)N1CCN(CC1)C1=NC=C(C=C1OC)F tert-butyl 5-(4-chloro-7-fluoro-2-(4-(5-fluoro-3-methoxypyridin-2-yl)piperazine-1-carbonyl)-1-((2-(trimethylsilyl)ethoxy)methyl)-1H-indol-6-yl)-3,3-difluoropiperidine-1-carboxylate